NC1=CC2=C(N=C(S2)NC(=O)C2=NC(=CN=C2)C)C=C1 N-(6-aminobenzo[d]thiazol-2-yl)-6-methylpyrazine-2-carboxamide